3-carbamoylpyridin-1-ylium C(N)(=O)C=1C[N+]C=CC1